α-Methylbenzyl alcohol CC(C1=CC=CC=C1)O